(E)-6-chloro-1-(3-methoxy-2-methyl-3-oxoprop-1-en-1-yl)-2,3,4,9-tetrahydro-1H-pyrido[3,4-b]indol-2-ium chloride [Cl-].ClC=1C=C2C3=C(NC2=CC1)C([NH2+]CC3)\C=C(\C(=O)OC)/C